ClC1=C(C=CC2=C1C(=N[C@H](C=1N2N=C(N1)C(=O)N1CC(C1)F)C)C1=NC(=CC=C1F)OC)C(F)(F)F [(4S)-7-chloro-6-(3-fluoro-6-methoxy-2-pyridyl)-4-methyl-8-(trifluoromethyl)-4H-[1,2,4]triazolo[1,5-a][1,4]benzodiazepin-2-yl]-(3-fluoroazetidin-1-yl)methanone